N=1C=2N(C=CC1N1CCC(CC1)CN1C3CN(CC1CC3)C=3C=C1C(N(C(C1=CC3)=O)N3C(NC(CC3)=O)=O)=O)C3=C(N2)C=CC=C3 5-(8-((1-(Benzo[4,5]imidazo[1,2-a]pyrimidin-2-yl)piperidin-4-yl)methyl)-3,8-diazabicyclo[3.2.1]octan-3-yl)-2-(2,4-dioxotetrahydropyrimidin-1(2H)-yl)isoindoline-1,3-dione